5-(4-morpholinophenyl)-1H-pyrazol O1CCN(CC1)C1=CC=C(C=C1)C1=CC=NN1